NCC1=NNC(C2=C(C=C(C=C12)C=1C=NN(C1C1=C(C(=C2C=C(C=NC2=C1C#N)Cl)C)F)C)Cl)=O (P)-7-(4-(4-(aminomethyl)-8-chloro-1-oxo-1,2-dihydrophthalazin-6-yl)-1-methyl-1H-pyrazol-5-yl)-3-chloro-6-fluoro-5-methylquinoline-8-carbonitrile